N1=CC=C(C=C1)C1CCN(CC1)C=1SC2=C(N1)C=CC(=C2)C(=O)O 2-(4-(pyridin-4-yl)piperidin-1-yl)benzo[d]thiazole-6-carboxylic acid